N-(6-methoxy-1-methyl-1H-indazol-7-yl)-6-(5-methyl-1,3,4-oxadiazol-2-yl)pyridine-3-sulfonamide COC1=CC=C2C=NN(C2=C1NS(=O)(=O)C=1C=NC(=CC1)C=1OC(=NN1)C)C